ClC1=C(C=CC=C1Cl)N1C(=NC(=C(C1=O)C)N1CCC2(CCC[C@H]2NC(OC(C)(C)C)=O)CC1)C tert-butyl N-[(1R)-8-[1-(2,3-dichlorophenyl)-2,5-dimethyl-6-oxo-1,6-dihydropyrimidin-4-yl]-8-azaspiro[4.5]decan-1-yl]carbamate